N-((cis)-3-(3-Chlorophenyl)cyclobutyl)-1-(3-(methylsulfonyl)-4-((2-oxopyridin-1-yl)methyl)benzyl)-1H-pyrazole-4-carboxamide ClC=1C=C(C=CC1)[C@H]1C[C@H](C1)NC(=O)C=1C=NN(C1)CC1=CC(=C(C=C1)CN1C(C=CC=C1)=O)S(=O)(=O)C